7-((2R,3R,4R,5S)-3,4-bis((tert-Butyldimethylsilyl)oxy)-5-((((3-methyl-5-phenylpyridin-4-yl)methyl)thio)methyl)tetrahydrofuran-2-yl)-7H-pyrrolo[2,3-d]pyrimidin-4-amine [Si](C)(C)(C(C)(C)C)O[C@H]1[C@@H](O[C@@H]([C@H]1O[Si](C)(C)C(C)(C)C)CSCC1=C(C=NC=C1C1=CC=CC=C1)C)N1C=CC2=C1N=CN=C2N